FC(CCN1N=CC(=C1)C1=CN=C2N(C1=O)C=CN2)(F)F 6-[1-(3,3,3-trifluoropropyl)-1H-pyrazol-4-yl]-1H,5H-imidazo[1,2-a]pyrimidin-5-one